C(C)[Si](CCCCCCCCCCC)(C)C Ethyldimethyl-(undecyl)silane